CN1C(=NN=C1C1=C(C=C(C=C1)C(F)(F)F)C1=CC(=CC=C1)[N+](=O)[O-])S 4-methyl-5-(3'-nitro-5-(trifluoromethyl)-[1,1'-biphenyl]-2-yl)-4H-1,2,4-triazole-3-thiol